2-amino-5,8-dimethoxy[1,2,4]triazolo[1,5-c]pyrimidine NC1=NN2C(=NC=C(C2=N1)OC)OC